1-(1-(4-(pyridin-4-yl)benzyl)-1H-indol-5-yl)-1H-pyrazole-3-carboxamide N1=CC=C(C=C1)C1=CC=C(CN2C=CC3=CC(=CC=C23)N2N=C(C=C2)C(=O)N)C=C1